C(#N)C1=CC(=C(OC=2N=NC(=C(C2C(=O)NC2=CC(=CC=C2)[S@@](=O)(=N)C)C)C2=CC=C(C=C2)C#N)C=C1)OC (R)-3-(4-cyano-2-methoxyphenoxy)-6-(4-cyanophenyl)-5-methyl-N-(3-(S-methylsulfonimidoyl)phenyl)pyridazine-4-carboxamide